6-cyano-N-methyl-2-(4-methyl-1-(2-nitrophenyl)-5-oxo-4,5-dihydro-1H-1,2,4-triazol-3-yl)pyridine-3-sulfonamide C(#N)C1=CC=C(C(=N1)C1=NN(C(N1C)=O)C1=C(C=CC=C1)[N+](=O)[O-])S(=O)(=O)NC